((3aR,4R,6R,6aR)-6-(4-Azido-2-chloro-7H-pyrrolo[2,3-d]pyrimidin-7-yl)-2,2-dimethyltetrahydrofuro[3,4-d][1,3]dioxol-4-yl)methanol N(=[N+]=[N-])C=1C2=C(N=C(N1)Cl)N(C=C2)[C@@H]2O[C@@H]([C@@H]1[C@H]2OC(O1)(C)C)CO